2-chloro-N-(4-fluorophenyl)-5-nitrobenzamide ClC1=C(C(=O)NC2=CC=C(C=C2)F)C=C(C=C1)[N+](=O)[O-]